5-amino-1-tert-butyl-N-[3-(7-{[(3S,4R)-1-ethyl-3-fluoropiperidin-4-yl]amino}-3-(2,2,2-trifluoroethyl)pyrazolo[1,5-a]pyridin-2-yl)prop-2-yn-1-yl]-1H-pyrazole-4-carboxamide NC1=C(C=NN1C(C)(C)C)C(=O)NCC#CC1=NN2C(C=CC=C2N[C@H]2[C@H](CN(CC2)CC)F)=C1CC(F)(F)F